BrC1=C(C(=CC=C1F)F)C=O 2-bromo-3,6-difluorobenzene-1-carbaldehyde